tert-butyl 3-(1-(4-methoxyphenyl)-5-oxo-4,5-dihydro-1H-1,2,4-triazol-3-yl)azetidine-1-carboxylate COC1=CC=C(C=C1)N1N=C(NC1=O)C1CN(C1)C(=O)OC(C)(C)C